C(CCCCCCCCCCCCCCC)OP(=O)(OCCCCCCCCCCCCCCCC)[O-] dicetylphosphat